C(N)(=O)C1(CCOCC1)NC(=O)C=1N(N=C2C=CC(=CC12)OCC1=C(C=CC=C1)F)C N-(4-carbamoyloxan-4-yl)-5-[(2-fluorophenyl)methoxy]-2-methyl-2H-indazole-3-carboxamide